9-Ethyl-6,6-dimethyl-8-(1-methylpiperidin-4-yl)-3-((trimethylsilyl)ethynyl)-5,6-dihydro-11H-Benzo[b]carbazol-11-one C(C)C1=CC2=C(C(C=3NC4=CC(=CC=C4C3C2=O)C#C[Si](C)(C)C)(C)C)C=C1C1CCN(CC1)C